ClC=1C=C2C(=CNC2=CC1)CCNC(C1=C(C=C(C=C1)F)NC1=CC(=C(C(=C1)OC)OC)OC)=O N-(2-(5-chloro-1H-indol-3-yl)ethyl)-4-fluoro-2-((3,4,5-trimethoxyphenyl)amino)benzamide